tert-butyl (S)-7-(4-fluorobenzyl)-2-phenyl-2,3-dihydro-1H-pyrido[2,3-b][1,4]oxazine-1-carboxylate FC1=CC=C(CC2=CC3=C(OC[C@@H](N3C(=O)OC(C)(C)C)C3=CC=CC=C3)N=C2)C=C1